C1(=CC=C(C=C1)\C=C/C#N)C (Z)-3-p-tolylacrylonitrile